(S) and (R)-4-(2-((2-(indolin-1-yl)-2-oxo-1-phenylethyl)amino)ethyl)benzenesulfonamide N1(CCC2=CC=CC=C12)C([C@H](C1=CC=CC=C1)NCCC1=CC=C(C=C1)S(=O)(=O)N)=O |r|